4-(6-Biphenyl-2-ylmethyl-4-bromo-3-hydroxy-pyridin-2-yl)-4-oxo-butyric acid ethyl ester C(C)OC(CCC(=O)C1=NC(=CC(=C1O)Br)CC1=C(C=CC=C1)C1=CC=CC=C1)=O